(5-(difluoromethyl)-1H-pyrazol-3-yl)(7-(4-(trifluoromethyl)phenoxy)-3,4-dihydroisoquinolin-2(1H)-yl)methanone FC(C1=CC(=NN1)C(=O)N1CC2=CC(=CC=C2CC1)OC1=CC=C(C=C1)C(F)(F)F)F